FC(C(CCS(=O)(=O)C)C1=CC(=NC=C1)N1N=CC(=C1)C1=NC=2C(=NC=CC2)N1)(F)F (1-(4-(1,1,1-trifluoro-4-(methylsulfonyl)butan-2-yl)pyridin-2-yl)-1H-pyrazol-4-yl)-3H-imidazo[4,5-b]pyridine